7-[2-[8-methyl-6-[(2R)-2-phenylpropoxy]-[1,2,4]triazolo[1,5-a]pyridin-2-yl]propyl]-2,5,7-triazaspiro[3.4]octan-6-one CC=1C=2N(C=C(C1)OC[C@H](C)C1=CC=CC=C1)N=C(N2)C(CN2C(NC1(CNC1)C2)=O)C